(R)-N-(3-(4-fluoro-phenyl)-3-(2-pyridyl)propyl)-phenylamine FC1=CC=C(C=C1)[C@@H](CCNC1=CC=CC=C1)C1=NC=CC=C1